C(CC1=CC=C(N=C2NC3=C(N2)C=CC=C3)C=C1)C1=CC=C(N=C3NC2=C(N3)C=CC=C2)C=C1 4,4'-(ethane-1,2-diyl)bis(N-(1H-benzo[d]imidazol-2(3H)-ylidene)aniline)